S(=O)(=O)(O)[Mn](S(=O)(=O)O)(S(=O)(=O)O)S(=O)(=O)O tetrasulfomanganese